2-tert-butylimino-2-diethylamino-1,3-dimethylperhydro-1,3,2-diazaphosphorine C(C)(C)(C)N=P1(N(CCCN1C)C)N(CC)CC